FC(C)(F)C1=NC=CC(=N1)N1CC2(C=3C=NC(=CC31)NC(C)=O)CCOCC2 N-(1'-(2-(1,1-difluoroethyl)pyrimidin-4-yl)-1',2,2',3,5,6-hexahydrospiro[pyran-4,3'-pyrrolo[3,2-c]pyridin]-6'-yl)acetamide